BrC=1N(C2=NC(=NC(=C2N1)O)Cl)C1=CCCCC1 8-bromo-2-chloro-9-(cyclohex-1-en-1-yl)-9H-purin-6-ol